diphenyl-S-lauryldithiophosphit C1(=CC=CC=C1)S(P(SC1=CC=CC=C1)[O-])CCCCCCCCCCCC